C(C)OC(C=NO)=O 2-Hydroxyimino-acetic acid ethyl ester